methyl 4-(1-bromoethyl)-3-fluoro-benzoate BrC(C)C1=C(C=C(C(=O)OC)C=C1)F